CN(C1=CC=C(C=C1)/C=C/C(=O)C1=CC=C(C=C1)N=CC1=C(C=CC=C1)O)C (E)-3-[4-(Dimethylamino)phenyl]-1-[4-[(2-hydroxyphenyl)methylideneamino]phenyl]prop-2-en-1-one